CN(C)CC1=C(C=CC(=N1)NC=1C=CC(=C2CNC(C12)=O)C1=CN=C2N1N=CC(=C2)C)[C@H]2COCC2 (S)-7-((6-((dimethylamino)-methyl)-5-(tetrahydrofuran-3-yl)pyridin-2-yl)amino)-4-(7-methylimidazo[1,2-b]pyridazin-3-yl)isoindolin-1-one